3-bromo-2-(trifluoromethyl)benzonitrile BrC=1C(=C(C#N)C=CC1)C(F)(F)F